(R)-3-(isoquinolin-4-yl)-2-oxo-1-(4-(trifluoromethoxy)phenyl)imidazolidine-4-carbonitrile C1=NC=C(C2=CC=CC=C12)N1C(N(C[C@@H]1C#N)C1=CC=C(C=C1)OC(F)(F)F)=O